6-chloro-8-((1S,2S)-2-(2-fluoro-4-(trifluoromethoxy)phenyl)cyclopropyl)imidazo[1,2-b]pyridazine ClC=1C=C(C=2N(N1)C=CN2)[C@@H]2[C@H](C2)C2=C(C=C(C=C2)OC(F)(F)F)F